C(C(C)(C)C)C1=NC(=NO1)C1=CC=C(C=C1)C(=O)N1CCN(CC1)C=1OC=2C(=NC(=CC2)C(F)(F)F)N1 (4-(5-Neopentyl-1,2,4-oxadiazol-3-yl)phenyl)(4-(5-(trifluoromethyl)oxazolo[4,5-b]pyridin-2-yl)piperazin-1-yl)methanone